O1CN=CCCC1 2,5,6,7-tetrahydro-1,3-oxaazepin